1-(7-benzylsulfanyl-1-methyl-indazol-3-yl)hexahydropyrimidine-2,4-dione C(C1=CC=CC=C1)SC=1C=CC=C2C(=NN(C12)C)N1C(NC(CC1)=O)=O